tert-butyl (E)-(2-((4-(2-((4-(2-(3-methylbenzylidene)hydrazino)-6-morpholinopyrimidin-2-yl)oxy)ethyl)phenyl)amino)-2-oxoethyl)carbamate CC=1C=C(\C=N\NC2=NC(=NC(=C2)N2CCOCC2)OCCC2=CC=C(C=C2)NC(CNC(OC(C)(C)C)=O)=O)C=CC1